C1(=CCC(CC1)C(C)(C)O)C 1-MENTHENE-8-OL